C1(=CC=C(C=C1)CNC(C1=CN=C(C=C1O)N1N=CC(=C1)C#N)=O)C1=CC=CC=C1 N-([1,1'-Biphenyl]-4-ylmethyl)-6-(4-cyano-1H-pyrazol-1-yl)-4-hydroxynicotinamide